(5'S,7a'R)-5'-(3,5-difluorophenyl)-1-(6-methoxypyrimidin-4-yl)tetrahydro-3'H-spiro[piperidine-4,2'-pyrrolo[2,1-b][1,3]oxazol]-3'-one FC=1C=C(C=C(C1)F)[C@@H]1CC[C@H]2OC3(C(N21)=O)CCN(CC3)C3=NC=NC(=C3)OC